C1(=CC(=CC=C1)COC=1C=C(C(=CC1Cl)C=O)OCC=1C=NC=C(C#N)C1)C1=CC(=CC=C1)COC=1C=C(C(=CC1Cl)C=O)OCC=1C=NC=C(C#N)C1 5,5'-((((([1,1'-biphenyl]-3,3'-diylbis(methylene))bis(oxy))bis(4-chloro-6-formyl-3,1-phenylene))bis(oxy))bis(methylene))dinicotinonitrile